S1N=CC=C1C1=CSC=2C1=NC(=CC2)C=2C=NN(C2)C 3-(isothiazol-5-yl)-5-(1-methyl-1H-pyrazol-4-yl)thieno[3,2-b]pyridine